FC1=C(C=NO)C=C(C(=C1)Cl)C1=NC=C(C=C1Cl)C(F)(F)F 2-fluoro-5-(3-chloro-5-(trifluoromethyl)pyridin-2-yl)-4-chlorobenzaldehyde oxime